CC(=CCC/C(=C/CC/C(=C/CC/C(=C/CC/C(=C/CC/C(=C/CC/C(=C/CC/C(=C/CC1=CC(=O)C=C(C1=O)OC)/C)/C)/C)/C)/C)/C)/C)C The molecule is a polyprenylbenzoquinone that is 1,4-benzoquinone carrying 2-octaprenyl and 6-methoxy substituents; a precursor of E. coli K12 ubiquinones. It is a polyprenylbenzoquinone and a member of 1,4-benzoquinones.